N1C(=NC2=C1C=CC=C2)NC(\C=C\C2=CC=C(C=C2)OCC2=CC(=CC=C2)C)=O (E)-N-(1H-benzimidazol-2-yl)-3-(4-((3-methylbenzyl)oxy)phenyl)acrylamide